Cl.Cl.C[C@@H]1CN(C[C@@H](N1)C)C=1N=NC(=CN1)C1=C(C=C(C=C1)C=1SC=2C(=NC(=CC2N1)C)C)O 2-{3-[(3r,5s)-3,5-dimethylpiperazin-1-yl]-1,2,4-triazin-6-yl}-5-(4,6-dimethyl-[1,3]thiazolo[5,4-c]pyridin-2-yl)phenol dihydrochloride